2-(2-(2-oxoimidazolidin-1-yl)ethoxy)benzaldehyde oxime O=C1N(CCN1)CCOC1=C(C=NO)C=CC=C1